COC1=CC=C(C=C1)CN(C1=C(C=C2C(=N1)C=C(N2)CNCCC(=O)O)C)CC2=CC=C(C=C2)OC 3-[[5-[bis[(4-methoxyphenyl)methyl]amino]-6-methyl-1H-pyrrolo[3,2-b]pyridin-2-yl]methylamino]propanoic acid